FC(C(=O)O)(F)F.FC(C(=O)O)(F)F.NC1=CC=C(C(=N1)C)CNC([C@H](C)NC(=O)[C@@H]1NC[C@H](C1)CC1=CC(=CC=C1)C(NCCCCl)=O)=O (2R,4S)-N-((S)-1-(((6-amino-2-methylpyridin-3-yl)methyl)amino)-1-oxopropan-2-yl)-4-(3-((3-chloropropyl)carbamoyl)benzyl)pyrrolidine-2-carboxamide bis-trifluoroacetate